NC=1C(=NC(=CN1)C1=CC(=C2CCN(CC2=C1)C)NC)N1N=CC(=C1)C(=O)N(C)C 1-(3-amino-6-(2-methyl-5-(methylamino)-1,2,3,4-tetrahydroisoquinolin-7-yl)pyrazin-2-yl)-N,N-dimethyl-1H-pyrazole-4-carboxamide